C(C)(C)(C)OC(=O)N1CCN(CC1)CCCOC1CCNCC1 4-(3-(piperidin-4-yloxy)propyl)piperazine-1-carboxylic acid tert-butyl ester